4-hydroxy-2-((4-(4-methylthiazol-5-yl)benzyl)carbamoyl)pyrrolidine-1-carboxylate OC1CC(N(C1)C(=O)[O-])C(NCC1=CC=C(C=C1)C1=C(N=CS1)C)=O